(5-chloro-4-(((3R,6S)-6-(hydroxymethyl)tetrahydro-2H-pyran-3-yl)amino)-1H-pyrrolo[2,3-b]pyridin-3-yl)(6-(2-fluorophenoxy)-2-methylpyridin-3-yl)methanone ClC=1C(=C2C(=NC1)NC=C2C(=O)C=2C(=NC(=CC2)OC2=C(C=CC=C2)F)C)N[C@H]2CO[C@@H](CC2)CO